COC=1C=C(CN2CCOC3=C(C2=O)C=C(C=C3C=3C(=NN(C3)C)C(F)(F)F)CO)C=C(C1)OC 4-(3,5-dimethoxybenzyl)-7-(hydroxymethyl)-9-(1-methyl-3-(trifluoromethyl)-1H-pyrazol-4-yl)-3,4-dihydrobenzo[f][1,4]oxazepin-5(2H)-one